iridium (III) fluoride [Ir](F)(F)F